tert-butyl (R)-3-((3-amino-2-(bis(4-methoxybenzyl)amino)pyridin-4-yl)amino)piperidine-1-carboxylate NC=1C(=NC=CC1N[C@H]1CN(CCC1)C(=O)OC(C)(C)C)N(CC1=CC=C(C=C1)OC)CC1=CC=C(C=C1)OC